C(#N)C(C(=O)OCC)=NO Ethyl Cyanohydroxyiminoacetate